BrC1=C(C=CC2=C1NC(=NS2(=O)=O)O)F 5-bromo-6-fluoro-1,1-dioxo-4H-1,2,4-benzothiadiazin-3-ol